N1C(=NC=C1)C1=CC=C(C(=N1)C)N1CCN(CC1)CC1=NOC(=C1)NC(=O)NCC 1-(3-((4-(6-(1H-imidazol-2-yl)-2-methylpyridin-3-yl)piperazin-1-yl)methyl)isoxazol-5-yl)-3-ethylurea